F\C(=C/C(C(F)(F)F)C1=CC(=C(C(=C1)Cl)Cl)Cl)\C1=CC(=C(C(=O)NNC2=NC=CC(=N2)C(F)(F)F)C=C1)C(F)(F)F (Z)-4-(1,4,4,4-tetrafluoro-3-(3,4,5-trichlorophenyl)but-1-en-1-yl)-2-(trifluoromethyl)-N'-(4-(trifluoromethyl)pyrimidin-2-yl)benzoyl-hydrazine